4-(Boc-amino)piperidine-4-carboxylic acid methyl ester COC(=O)C1(CCNCC1)NC(=O)OC(C)(C)C